C(C)(C)(C)OC(=O)N1CCC2(CC1)[C@@H](CC1=CC=CC=C12)N[S@](=O)C(C)(C)C (R)-2-(((R)-tert-butylsulfinyl)amino)-2,3-dihydrospiro[indene-1,4'-piperidine]-1'-Carboxylic acid tert-butyl ester